(+)-4-phosphonophenylglycine P(=O)(O)(O)C1=CC=C(C(N)C(=O)O)C=C1